BrCCCCO 4-bromobutanol